3-[2-Benzenesulfonamido-2-(5-methyl-1,3-benzothiazol-2-yl)ethyl]benzene-1-carboximidamide C1(=CC=CC=C1)S(=O)(=O)NC(CC=1C=C(C=CC1)C(N)=N)C=1SC2=C(N1)C=C(C=C2)C